methyl 1-(3-oxopropyl)pyrrole-2-carboxylate O=CCCN1C(=CC=C1)C(=O)OC